1,4-diphenyl-2,3-benzofuran C1=CC=C(C=C1)C2=C3C=CC=CC3=C(O2)C4=CC=CC=C4